thiolan S1CCCC1